C(C1=CC=CC=C1)N(C1C[C@@H]([C@@](CC1)(O)C(F)(F)F)O)CC1=CC=CC=C1 (1R,2S)-4-(dibenzylamino)-1-(trifluoromethyl)cyclohexane-1,2-diol